N,N-bis(8-phenylnaphthalen-1-yl)benzene-1,2-diamine C1(=CC=CC=C1)C=1C=CC=C2C=CC=C(C12)N(C=1C(=CC=CC1)N)C1=CC=CC2=CC=CC(=C12)C1=CC=CC=C1